ClC1=C(C(=O)N[C@H](C(=O)O)CNC(CNC(C2=CC(=CC=C2)NC2=NC=C(C=C2)OC)=O)=O)C(=CC=C1)Cl (S)-2-(2,6-dichlorobenzamido)-3-(2-(3-(5-methoxypyridin-2-ylamino)benzamido)acetamido)propanoic acid